tert-butyl (R)-2-(4-bromophenyl)morpholine-4-carboxylate BrC1=CC=C(C=C1)[C@@H]1CN(CCO1)C(=O)OC(C)(C)C